2-Chloro-4,6-di(ethylamino)triazine CCNC1=NC(=NC(=N1)Cl)NCC